C1(=CC=CC=C1)C(C=O)=C 2-phenyl-acrolein